FC=1C=C(CSC=2N(C(C=3C(N2)=NN(C3)C3COC3)=O)C3=CC=CC=C3)C=CC1 6-((3-fluorobenzyl)thio)-2-(oxetan-3-yl)-5-phenyl-2H-pyrazolo[3,4-d]pyrimidin-4(5H)-one